3-chloro-4-[(3,5-difluoropyridin-2-yl)methoxy]-2'-[3-(2-hydroxy-2-methylpropyl)pyrazol-1-yl]-5',6-dimethyl-[1,4'-bipyridin]-2-one ClC=1C(N(C(=CC1OCC1=NC=C(C=C1F)F)C)C1=CC(=NC=C1C)N1N=C(C=C1)CC(C)(C)O)=O